NC1=C2N=C(N(C2=NC(=N1)F)CC=1C=C(CN(C(OC(C)(C)C)=O)C2=CC(=CC=C2)CO)C=CC1)Br tert-butyl (3-((6-amino-8-bromo-2-fluoro-9H-purin-9-yl)methyl)benzyl)(3-(hydroxymethyl)phenyl)carbamate